C(C)(C)(C)OC(=O)N1CCN(CC1)C1=NC=C(C=C1)NS(=O)(=O)C 4-(5-(methylsulfonylamino)pyridin-2-yl)piperazine-1-carboxylic acid tert-butyl ester